N-(5-Bromo-4-methylpyridin-2-yl)-2-(3,3-difluorocyclopentyl)-2-(4-(2-methyl-2H-tetrazol-5-yl)phenyl)acetamide BrC=1C(=CC(=NC1)NC(C(C1=CC=C(C=C1)C=1N=NN(N1)C)C1CC(CC1)(F)F)=O)C